OCCN1C[C@@H](CCC1)NC=1C=2N(C(=NN1)C1=C(C=C(C=C1)C)O)C=CN2 (R)-2-(8-((1-(2-hydroxyethyl)piperidin-3-yl)amino)imidazo[1,2-d][1,2,4]triazin-5-yl)-5-methylphenol